C1(CC1)C1=NC(=NN1)C1=CC=C(C=C1)NC(C1=CC(=C(C=C1)F)CN1CCS(CC1)(=O)=O)=O N-[4-(5-Cyclopropyl-1H-1,2,4-triazol-3-yl)phenyl]-3-[(1,1-dioxo-1,4-thiazinan-4-yl)methyl]-4-fluorobenzamide